N-(3-chloro-4-fluorophenyl)-4-(5-ethynyl-5-hydroxyoctahydropentalen-2-yl)-1-methyl-1H-imidazole-5-carboxamide ClC=1C=C(C=CC1F)NC(=O)C1=C(N=CN1C)C1CC2CC(CC2C1)(O)C#C